1-(5-bromo-4H-1,2,4-triazol-3-yl)piperazine BrC=1NC(=NN1)N1CCNCC1